2,4-diacetylenylaniline C(#C)C1=C(N)C=CC(=C1)C#C